NC1=CC=C(C(=O)NC2=C(C=C(C(=C2)O)NC(C2=CC=C(C=C2)N)=O)O)C=C1 N,N'-bis(4-aminobenzoyl)-2,5-diamino-1,4-Dihydroxybenzene